2-methyl-9,10-Dinaphthylanthracene CC1=CC2=C(C3=CC=CC=C3C(=C2C=C1)C1=CC=CC2=CC=CC=C12)C1=CC=CC2=CC=CC=C12